1,5-Dipiperidinylpentane N1(CCCCC1)CCCCCN1CCCCC1